CNC1CCC(CC1)O N-methyl-4-hydroxycyclohexylamine